3-bromo-2-fluoro-5-(4,4,5,5-tetramethyl-1,3,2-dioxaborolan-2-yl)benzonitrile BrC=1C(=C(C#N)C=C(C1)B1OC(C(O1)(C)C)(C)C)F